N1CC(CCC1)CN1CCCCC1 1-(piperidin-3-ylmethyl)piperidine